L-argininosuccinate N([C@@H](CCCNC(N)=N)C(=O)O)C(C(=O)[O-])CC(=O)[O-]